CC1(OC1)C(=O)OC Methyl 2-methyl-oxirane-2-carboxylate